BrC1=CC=C(C=C1)C=1N=C(SC1)NC(C1=C(C=C(C=C1)F)NC(C1=CC=C(C=C1)C(F)(F)F)=O)=O N-(4-(4-Bromophenyl)thiazol-2-yl)-4-fluoro-2-(4-(trifluoromethyl)benzamido)benzamide